FC(CN1C[C@@]2([C@](C1)(CN(C2)C2=NC(=NC=C2F)NC=2C=NN(C2)C)C)C)F ((3aR,6aS)-5-(2,2-difluoroethyl)-3a,6a-dimethylhexahydropyrrolo[3,4-c]pyrrol-2(1H)-yl)-5-fluoro-N-(1-methyl-1H-pyrazol-4-yl)pyrimidin-2-amine